NC=1C(=CC2=C(OC(O2)(F)F)C1)OC[C@H](NC(C1=CC=CC=C1)(C1=CC=CC=C1)C1=CC=CC=C1)C(=O)O O-(6-amino-2,2-difluorobenzo[d][1,3]dioxol-5-yl)-N-trityl-L-serine